OCC1(NCCC=2C3=CC=CC=C3NC12)CO (3S)-1,1-dihydroxymethyl-1,2,3,4-tetrahydro-beta-carboline